[(3S)-1,2,3,4-tetrahydroisoquinolin-3-yl]-[4-[5-(trifluoromethyl)pyrimidin-2-yl]piperazin-1-yl]methanone C1N[C@@H](CC2=CC=CC=C12)C(=O)N1CCN(CC1)C1=NC=C(C=N1)C(F)(F)F